C(CCCN(C([O-])=O)CCCNC(=O)OC(C)(C)C)N(C([O-])=O)CCCNC(=O)OC(C)(C)C butane-1,4-diylbis((3-((t-butoxycarbonyl) amino) propyl) carbamate)